Cl.C1C(CCC12CCNCC2)N2[C@H]1CO[C@@H](C2)C1 (1r,4r)-5-(8-azaspiro[4.5]dec-2-yl)-2-oxa-5-azabicyclo[2.2.1]heptane hydrochloride